(4-methoxyphenyl)(quinolin-2-yl)methanone COC1=CC=C(C=C1)C(=O)C1=NC2=CC=CC=C2C=C1